CN1CSC2=C1C=CC=C2 3-methylbenzo[d]thiazole